C(C)OC=1C=C(C=2N(C1)N=C1C2C=NN1)C=1C=CC(=NC1)N1C2CN(C(C1)CC2)C(=O)OC(C)(C)C tert-butyl 5-(5-(6-ethoxy-1H-pyrazolo[3',4':3,4]pyrazolo[1,5-a]pyridin-4-yl)pyridin-2-yl)-2,5-diazabicyclo[2.2.2]octane-2-carboxylate